4-(1-adamantyl)aniline C12(CC3CC(CC(C1)C3)C2)C2=CC=C(N)C=C2